2,5-Bis(2,6-bis(trifluoromethyl)pyridin-4-yl)-1H-pyrrole FC(C1=NC(=CC(=C1)C=1NC(=CC1)C1=CC(=NC(=C1)C(F)(F)F)C(F)(F)F)C(F)(F)F)(F)F